O1C(=CC2=C1C=CC=C2)NCC=2C=NC=CC2 benzofuran-2-yl-(pyridin-3-yl)methylamine